C(=O)(OC(C)(C)C)CC(C(=O)O)(C)N Boc-2-Aminoisobutyric acid